3-difluoromethyl-4-amino-1H-Pyrazol-1-yl-cyclohexylmethanol FC(C1=NN(C=C1N)C(O)C1CCCCC1)F